(S)-2-(2-methyl-1,4-dioxa-8-azaspiro[4.5]decan-8-yl)-8-nitro-6-(trifluoromethyl)-4H-benzo[e][1,3]thiazin-4-one C[C@@H]1OC2(OC1)CCN(CC2)C=2SC1=C(C(N2)=O)C=C(C=C1[N+](=O)[O-])C(F)(F)F